NC=1C2C(N=CN1)N(N=C2C2=CC=C(C=C2)OC2=CC=CC=C2)C2CCN(CC2)C(=O)N2CC(C2)C2CN(C2)C=2C=C1CN(C(C1=CC2)=O)[C@H]2C(NC(CC2)=O)=O (3R)-3-(5-(1'-(4-(4-amino-3-(4-phenoxyphenyl)-3a,7a-dihydro-1H-pyrazolo[3,4-d]pyrimidin-1-yl)piperidine-1-carbonyl)-[3,3'-biazetidin]-1-yl)-1-oxoisoindolin-2-yl)piperidine-2,6-dione